7-bromo-3-phenylbenzo[e][1,4,3]oxathiazin-1,1-dioxide BrC=1C=CC2=C(S(N=C(O2)C2=CC=CC=C2)(=O)=O)C1